(S)-(4-bromo-2-cyclopropylphenoxy)cyclopropylacetic acid BrC1=CC(=C(O[C@H](C(=O)O)C2CC2)C=C1)C1CC1